ClC1=CC=C(C(=O)NC(C(=O)O)CC2=CC(NC3=CC=CC=C23)=O)C=C1 2-(4-chlorobenzoylamino)-3-[2(1H)-quinolone-4-yl]propionic acid